CN1CCC(CC1)C1=CC=C(C=C1)C=1C=CC=C2C(NC=NC12)=O 8-[4-(1-methyl-4-piperidyl)phenyl]quinazolin-4-one